17-((4-((1R,5S)-3-(3-amino-6-(2-hydroxyphenyl)pyridazin-4-yl)-3,8-diazabicyclo[3.2.1]octan-8-yl)pyridin-2-yl)oxy)-3,6,9,12,15-pentaoxaheptadecanoic acid NC=1N=NC(=CC1N1C[C@H]2CC[C@@H](C1)N2C2=CC(=NC=C2)OCCOCCOCCOCCOCCOCC(=O)O)C2=C(C=CC=C2)O